OC1=CC=CC(=N1)C1CCN(CC1)CC=1N(C2=C(N1)C=CC(=C2)C(=O)OC)C[C@H]2OCC2 methyl 2-[[4-(6-hydroxy-2-pyridyl)-1-piperidyl]methyl]-3-[[(2S)-oxetan-2-yl]methyl]benzimidazole-5-carboxylate